[I-].CN1C2=CC=CC=C2C=2C=C(C=CC12)N1C[NH+](C=C1)CCCCCCCC 1-(9-Methyl-carbazol-3-yl)-3-octyl-2H-imidazol-3-ium iodide